NC/C(/CN1N=C2C(C(N(CC2)C2CC2)=O)=C1C1=CC=CC=C1)=C\F (E)-2-(2-(aminomethyl)-3-fluoroallyl)-5-cyclopropyl-3-phenyl-2,5,6,7-tetrahydro-4H-pyrazolo[4,3-c]pyridin-4-one